methyl 8-fluoro-2-[[(1S,4S)-2-oxa-5-azabicyclo[2.2.1]heptan-1-yl]methyl]-3,4-dihydro-1H-isoquinoline-6-carboxylate FC=1C=C(C=C2CCN(CC12)C[C@@]12OC[C@@H](NC1)C2)C(=O)OC